β-phenyl-Naphthylamine C1(=CC=CC=C1)C1=C(C2=CC=CC=C2C=C1)N